3-Amino-4-(7-fluoro-1H-indazol-4-yl)-7-methyl-6-(1-methyl-3,6-dihydro-2H-pyridin-4-yl)-1H-1,5-naphthyridin-2-one NC=1C(NC2=CC(=C(N=C2C1C1=C2C=NNC2=C(C=C1)F)C=1CCN(CC1)C)C)=O